ClC=1C=C2C(=NC(=NC2=C(C1C1=CC=C(C2=C1N=C(S2)N)F)F)OC[C@]21CCCN1C[C@@H](C2)F)N2CC1C(CC2)CNC1 4-(6-chloro-8-fluoro-2-(((2R,7aS)-2-fluorotetra-hydro-1H-pyrrolizin-7a(5H)-yl)methoxy)-4-(octahydro-5H-pyrrolo[3,4-c]pyridin-5-yl)quinazolin-7-yl)-7-fluoro-benzo[d]thiazol-2-amine